amino-2-(3,5-dichloro-4-((7-ethyl-1-oxo-2,5,6,7-tetrahydro-1H-cyclopenta[d]pyridazin-4-yl)oxy)phenyl)-1,2,4-triazine-3,5(2H,4H)-dione NN1C(N(N=CC1=O)C1=CC(=C(C(=C1)Cl)OC=1C2=C(C(NN1)=O)C(CC2)CC)Cl)=O